C(C)(C)(C)[Si](C)(C)OCC[C@@H]1OC(O[C@H]1C1=CC=CC=C1)(C)C tert-butyl(2-((4S,5S)-5-phenyl-2,2-dimethyl-1,3-dioxolan-4-yl)ethoxy)dimethylsilane